FC=1C=C(OC2OCCCC2)C=CC1 (3-fluorophenoxy)tetrahydropyran